Methyl (2S,4R)-4-(difluoromethoxy)-1-((2-fluoro-3-(p-tolyloxy)benzoyl) glycyl)pyrrolidine-2-carboxylate FC(O[C@@H]1C[C@H](N(C1)C(CNC(C1=C(C(=CC=C1)OC1=CC=C(C=C1)C)F)=O)=O)C(=O)OC)F